4-methyl-2-(4-(trifluoromethyl)phenyl)quinazoline CC1=NC(=NC2=CC=CC=C12)C1=CC=C(C=C1)C(F)(F)F